2-bromo-N-methyl-pyridine-4-carboxamide BrC1=NC=CC(=C1)C(=O)NC